C1(=CC=CC2=CC=CC=C12)CCCCC=1NC2=C(N1)C=CC=C2 2-[4-(1-Naphthyl)butyl]benzimidazole